C(=O)(O)C(CC)(C)O 3-carboxy-3-hydroxybutan